C(C)OC(CC\C=C/CC)=O (Z)-4-heptenoic acid ethyl ester